N-(4-nitrophenyl)biphenyl-2-carboxamide [N+](=O)([O-])C1=CC=C(C=C1)NC(=O)C=1C(=CC=CC1)C1=CC=CC=C1